4-(2-amino-2-methylpropanoyl)-N-(1-(4-((((trans)-4-aminocyclohexyl)amino)methyl)-3-fluorophenyl)-2-oxo-1,2-dihydropyrimidin-4-yl)piperazine-1-carboxamide hydrochloride salt Cl.NC(C(=O)N1CCN(CC1)C(=O)NC1=NC(N(C=C1)C1=CC(=C(C=C1)CN[C@@H]1CC[C@H](CC1)N)F)=O)(C)C